[I-].[I-].C[NH+](CCCCCC[NH+](C)C)C N(1),N(1),N(6),N(6)-tetramethyl-1,6-hexanediaminium diiodide